ClC1=CC=C(OC2=CC=CC(=N2)C(F)(F)F)C=C1 6-(4-chlorophenoxy)-2-(trifluoromethyl)pyridine